C1(CC1)NC(=O)C=1C=C(C2=C([C@@H](CO2)C2=CC=C(C=C2)F)C1)C(=O)NC |o1:11| (S*)-N5-cyclopropyl-3-(4-fluorophenyl)-N7-methyl-2,3-dihydrobenzofuran-5,7-dicarboxamide